O-acetyl-beta-D-galactopyranose C(C)(=O)O[C@H]1[C@H](O)[C@@H](O)[C@@H](O)[C@H](O1)CO